1-[4-(3-fluoro-1H-pyrazol-1-yl)phenyl]-5-{[4-hydroxy-1-(1-methylcyclopropanecarbonyl)piperidin-4-yl]methyl}-1H,4H,5H-pyrazolo[3,4-d]pyrimidin-4-one FC1=NN(C=C1)C1=CC=C(C=C1)N1N=CC2=C1N=CN(C2=O)CC2(CCN(CC2)C(=O)C2(CC2)C)O